C3-bromo-6-[(pent-3-yn-1-yl)amino]pyridine-2-carboxylic acid ethyl ester C(C)OC(=O)C1=NC(=CC=C1Br)NCCC#CC